4-[(3R)-3-{[(2-chloropyrimidin-5-yl)methyl]amino}pyrrolidin-1-yl]-N-{8-fluoro-2-methylimidazo[1,2-a]pyridin-6-yl}-2-methylindazole-7-carboxamide ClC1=NC=C(C=N1)CN[C@H]1CN(CC1)C=1C2=CN(N=C2C(=CC1)C(=O)NC=1C=C(C=2N(C1)C=C(N2)C)F)C